CO[C@H](C[C@@H](C)S(=O)(=O)N)C=C (2R,4R)-4-METHOXYHEX-5-ENE-2-SULFONAMIDE